(1S,3R)-3-hydroxycyclohexane ethyl-formate C(C)OC=O.OC1CCCCC1